N-[6-(5-chloro-1,3-benzoxazol-2-yl)spiro[3.3]heptan-2-yl]-5-(tetrahydrofuran-3-carbonylsulfamoyl)furan-2-carboxamide ClC=1C=CC2=C(N=C(O2)C2CC3(CC(C3)NC(=O)C=3OC(=CC3)S(NC(=O)C3COCC3)(=O)=O)C2)C1